4-[[2-(5-Chloro-2-hydroxyphenyl)acetyl]amino]-N-[(1S)-1-cyano-2-hydroxy-1-methylethyl]pyridin ClC=1C=CC(=C(C1)CC(=O)NC1=CCN(C=C1)[C@@](CO)(C)C#N)O